(6-bromo-1H-indol-3-yl)-(6-chlorochroman-3-yl)methanone BrC1=CC=C2C(=CNC2=C1)C(=O)C1COC2=CC=C(C=C2C1)Cl